CC1=NC=C(C(=O)OCC)C=C1NC1=NN(C2=NC(=NC=C21)NC=2C=NC=NC2)C ethyl 6-methyl-5-((1-methyl-6-(pyrimidin-5-ylamino)-1H-pyrazolo[3,4-d]pyrimidin-3-yl)amino)nicotinate